COC1=CC=C(C=C1)C(OC[C@]1(O[C@H](CNC1)N1C=2N=C(NC(C2N=C1)=O)NC(C(C)C)=O)CO[Si](C(C)C)(C(C)C)C(C)C)(C1=CC=CC=C1)C1=CC=C(C=C1)OC N-[9-[(2R,6S)-6-[[bis(4-methoxyphenyl)-phenyl-methoxy]methyl]-6-(triisopropylsilyloxymethyl)morpholin-2-yl]-6-oxo-1H-purin-2-yl]-2-methyl-propanamide